ethyl (2E)-2-[3-[5-chloro-2-(difluoromethoxy)phenyl]-4-[pyrazolo[1,5-a]pyrimidine-3-amido]-1H-pyrazol-1-yl]-3-(dimethylamino)prop-2-enoate ClC=1C=CC(=C(C1)C1=NN(C=C1NC(=O)C=1C=NN2C1N=CC=C2)\C(\C(=O)OCC)=C\N(C)C)OC(F)F